4-ethyl-2,6-dihydroxy-5-methylpyridine-3-carbonitrile C(C)C1=C(C(=NC(=C1C)O)O)C#N